3-{3-[(2,4-Diamino-6-ethylpyrimidin-5-yl)oxy]propoxy}-N-[7-(hydroxyamino)-7-oxoheptyl]benzamide NC1=NC(=C(C(=N1)N)OCCCOC=1C=C(C(=O)NCCCCCCC(=O)NO)C=CC1)CC